2-(1-ethylpiperidin-4-yl)-7-methyl-N-(tetra-hydro-2H-pyran-4-yl)-benzo[d]thiazole-6-carboxamide C(C)N1CCC(CC1)C=1SC2=C(N1)C=CC(=C2C)C(=O)NC2CCOCC2